NC=1C=C2CN(C(C2=CC1)=O)[C@@H]1C(NC(CC1)=O)=O (3S)-3-(5-amino-1,3-dihydro-1-oxo-2H-isoindol-2-yl)-2,6-piperidinedione